C1(CCCC1)C=NO N-(cyclopentylmethylene)hydroxylamine